3-[1-(2,6-Dioxo-3-piperidyl)-3-methyl-2-oxo-benzimidazol-5-yl]propyl 4-aminocyclohexanecarboxylate NC1CCC(CC1)C(=O)OCCCC1=CC2=C(N(C(N2C)=O)C2C(NC(CC2)=O)=O)C=C1